9-tridecylamine CCCCCCCCC(CCCC)N